methyl (S)-3-(1-acryloylpiperidin-2-yl)-1-(4-(2-fluoro-3-methoxyphenoxy)phenyl)imidazo[1,5-a]pyrazine-8-carboxylate C(C=C)(=O)N1[C@@H](CCCC1)C1=NC(=C2N1C=CN=C2C(=O)OC)C2=CC=C(C=C2)OC2=C(C(=CC=C2)OC)F